C(C=1C=C(C=CC1C([2H])([2H])[2H])C1=CC(=NC=C1C([2H])([2H])[2H])C1=CC=CC=C1)([2H])([2H])[2H] 4-(3,4-bis(methyl-d3)phenyl)-5-(methyl-d3)-2-phenylpyridine